CN1N=CC(=C1)C1=CC=CC(=N1)C(=O)NC=1C(=NC=C(C1)N1C[C@@H](N(CC1)C1COC1)C)C(F)(F)F (S)-6-(1-methyl-1H-pyrazol-4-yl)-N-(5-(3-methyl-4-(oxetan-3-yl)piperazin-1-yl)-2-(trifluoromethyl)pyridin-3-yl)picolinamide